ClC1=CC=C2C(=N1)N=C(O2)N2CCN(CC2)C(=O)C2=CC(=C(C=C2)C2=NN(N=C2)CC(C)(C)C)F (4-(5-chlorooxazolo[4,5-b]pyridin-2-yl)piperazin-1-yl)(3-fluoro-4-(2-neopentyl-2H-1,2,3-triazol-4-yl)phenyl)methanone